1-(2-(2-chloro-5-cyanophenyl)-5,7-difluoro-4-oxo-1,4-dihydroquinolin-6-yl)-N,N-dimethylpiperidine-4-carboxamide ClC1=C(C=C(C=C1)C#N)C=1NC2=CC(=C(C(=C2C(C1)=O)F)N1CCC(CC1)C(=O)N(C)C)F